(1R,5R)-6,6-Dimethyl-2-methylenebicyclo[3.1.1]heptan-3-one CC1([C@H]2CC(C([C@@H]1C2)=C)=O)C